4-isobutyl-oxazolidine-2,5-dione C(C(C)C)C1NC(OC1=O)=O